COC(=O)C1=C(C=C2C=NNC2=C1)NC(=O)C1=NC(=CC=C1)C(C)(C)O 5-({[6-(2-Hydroxy-propan-2-yl)pyridin-2-yl]carbonyl}amino)-1H-indazole-6-carboxylic acid methyl ester